C[C@@]12C(C=C[C@H]1[C@@H]1CCC3[13CH2][13C]([13CH2]C[C@]3(C)[C@H]1CC2)=O)=O androstene-3,17-dione-2,3,4-13C